4-(3-bromopropyloxy)-N-(2-(2-(5-chloro-1H-indol-3-yl)propan-2-yl)phenyl)benzenesulfonamide BrCCCOC1=CC=C(C=C1)S(=O)(=O)NC1=C(C=CC=C1)C(C)(C)C1=CNC2=CC=C(C=C12)Cl